CC1=C(C=CC(=C1)B1OC(C(O1)(C)C)(C)C)[C@@H](C)NC(OC(C)(C)C)=O tert-butyl (R)-(1-(2-methyl-4-(4,4,5,5-tetramethyl-1,3,2-dioxaborolan-2-yl)phenyl)ethyl)carbamate